pyridin-3-yl-aniline N1=CC(=CC=C1)NC1=CC=CC=C1